(R)-Morpholin N1CCOCC1